racemic-cis-aniline NC1=CC=CC=C1